8-(5-methylthiazol-2-yl)-3-oxo-4-(((R)-tetrahydrofuran-2-yl)methyl)-N-((R)-1-(2-(trifluoromethyl)pyrimidin-5-yl)ethyl)-3,4-dihydro-2H-benzo[b][1,4]oxazine-6-carboxamide CC1=CN=C(S1)C1=CC(=CC2=C1OCC(N2C[C@@H]2OCCC2)=O)C(=O)N[C@H](C)C=2C=NC(=NC2)C(F)(F)F